C\C(=C/CO)\CCC=C(C([2H])([2H])[2H])C([2H])([2H])[2H] (E)-3-methyl-7-(methyl-d3)octa-2,6-dien-8,8,8-d3-1-ol